propyl-trimethyl-methyl-ammonium sulfate S(=O)(=O)([O-])[O-].C(CC)C[N+](C)(C)C.C(CC)C[N+](C)(C)C